O=C(COC(=O)C1(CC1)OC1=C(C=C(C(=C1)N1C(N(C(=CC1=O)C(F)(F)F)C)=O)F)Br)OCC(F)(F)F 2-Oxo-2-(2,2,2-trifluoroethoxy)ethyl-1-{2-bromo-4-fluoro-5-[3-methyl-2,6-dioxo-4-(trifluoromethyl)-3,6-dihydropyrimidin-1(2H)-yl]phenoxy}cyclopropancarboxylat